2,6-di-tert-butyl-4-(2,4-dichlorobenzylidene)cyclohexa-2,5-dien-1-one C(C)(C)(C)C=1C(C(=CC(C1)=CC1=C(C=C(C=C1)Cl)Cl)C(C)(C)C)=O